ClC=1C=C(C=CC1)C=1C=C(C(=NC1)C#N)Cl 5-(3-chlorophenyl)-2-cyano-3-chloropyridine